CC1=NC=C(C(=N1)N)COP(=O)(O)O The molecule is an aminopyrimidine having the amino group at the 4-position together with methyl and phosphooxymethyl groups at the 2- and 5-positions respectively. It has a role as an Escherichia coli metabolite. It is a monoalkyl phosphate and an aminopyrimidine. It is a conjugate acid of a 4-amino-2-methyl-5-phosphonatooxymethylpyrimidine(2-).